2-[(tert-butylamino)thio]-1,3-benzothiazol-5-ol C(C)(C)(C)NSC=1SC2=C(N1)C=C(C=C2)O